2-(4-((4-(3-chloro-4-(trifluoromethyl)phenyl)-5-oxo-4,5-dihydro-1H-1,2,4-triazole-1-yl)methyl)-2-methylphenoxy)-2-methylpropionic acid ethyl ester C(C)OC(C(C)(C)OC1=C(C=C(C=C1)CN1N=CN(C1=O)C1=CC(=C(C=C1)C(F)(F)F)Cl)C)=O